NC1=NC=CC2=C1C(=NN2[C@H]2C[C@@H](N(C2)C(C=C)=O)C)C#CC2=CC1=C(N(C=N1)CC)C=C2Cl 1-((2S,4S)-4-(4-amino-3-((6-chloro-1-ethyl-1H-benzo[d]imidazol-5-yl)ethynyl)-1H-pyrazolo[4,3-c]pyridin-1-yl)-2-methylpyrrolidin-1-yl)prop-2-en-1-one